ClC=1C=CC(=C(C1)NS(=O)(=O)C=1C=C(C(=O)O)C=CC1CC)N1CCC(CC1)(F)F 3-(N-(5-chloro-2-(4,4-difluoropiperidin-1-yl)phenyl)sulfamoyl)-4-ethylbenzoic acid